2-(4-((2-((N-cyclopropyl-4-fluorobenzamido)methyl)benzyl)oxy)phenyl)acetic acid C1(CC1)N(C(C1=CC=C(C=C1)F)=O)CC1=C(COC2=CC=C(C=C2)CC(=O)O)C=CC=C1